CC1OC(CC1)C 2,5-dimethyl-tetrahydrofuran